CN(C(OC(C)(C)C)=O)CCCCCCCC#C Tert-Butyl N-methyl-N-non-8-ynyl-carbamate